(2R)-6-chloro-7-fluoro-4-oxo-N-[3-(4-{[2-(trifluoromethoxy)ethoxy]methyl}-1H-1,2,3-triazol-1-yl)bicyclo[1.1.1]pentan-1-yl]-3,4-dihydro-2H-1-benzopyran-2-carboxamide ClC=1C(=CC2=C(C(C[C@@H](O2)C(=O)NC23CC(C2)(C3)N3N=NC(=C3)COCCOC(F)(F)F)=O)C1)F